FC1(CC(C1)N1N=NC2=C1CCC(C2)O)F 1-(3,3-difluorocyclobutyl)-4,5,6,7-tetrahydro-1H-benzo[d][1,2,3]triazol-5-ol